N1(C=NC=C1)S(=O)(=O)C=1NC2=C(C=C(C(=C2C1)C1=NC=C(C=N1)F)C(F)(F)F)F 2-((1H-imidazol-1-yl)sulfonyl)-7-fluoro-4-(5-fluoropyrimidin-2-yl)-5-(trifluoromethyl)-1H-indole